5-(hydroxymethyl)-1H-pyrazole-3-carboxylic acid OCC1=CC(=NN1)C(=O)O